C1(=CC=CC=C1)C=1OC2=CC=CC=C2C(C1)=O 2-phenyl-chromone